1-(2-(thieno[3,2-d]pyrimidine-4-carbonyl)-2-azaspiro[3.3]heptan-6-yl)-3-(5-(trifluoromethyl)pyridin-3-yl)urea N1=CN=C(C2=C1C=CS2)C(=O)N2CC1(C2)CC(C1)NC(=O)NC=1C=NC=C(C1)C(F)(F)F